2-(4-chlorobenzyl)isoindol-1-one tert-butyl-3-(5-(1-aminoisoquinolin-5-yl)-3-((2-(2-ethoxy-2-oxoethyl)phenoxy)methyl)-1H-indazol-1-yl)pyrrolidine-1-carboxylate C(C)(C)(C)OC(=O)N1CC(CC1)N1N=C(C2=CC(=CC=C12)C1=C2C=CN=C(C2=CC=C1)N)COC1=C(C=CC=C1)CC(=O)OCC.ClC1=CC=C(CN2C(C3=CC=CC=C3C2)=O)C=C1